C=CC=CC=CCCC non-1,3,5-triene